ClC1=C(C(=O)OC2=C(C=CC=C2)C(C)=O)C=CC=C1 2-acetylphenyl 2-chlorobenzoate